C12COCC(CN(C1)CCCN1C3=CC=C(C=C3OC=3C=C(C=CC13)C=1C=C3C=NNC3=CC1)C=1C=C3C=NNC3=CC1)C2 10-(3-(3-oxa-7-azabicyclo[3.3.1]nonan-7-yl)propyl)-3,7-di(1H-indazol-5-yl)-10H-phenoxazine